2-chloro-5-(difluoromethyl)-7-(3,3,4,4-tetrafluoropyrrolidin-1-yl)-5H-pyrrolo[3,2-d]pyrimidine ClC=1N=CC2=C(N1)C(=CN2C(F)F)N2CC(C(C2)(F)F)(F)F